COC1=C(CN(CCC2=CNC3=CC=CC=C23)C)C=CC=C1OC N-(2,3-dimethoxybenzyl)-2-(1H-indol-3-yl)-N-methylethan-1-amine